aluminum tris(nonyl acetoacetate) C(CCCCCCCC)CC(CC(=O)[O-])=O.C(CCCCCCCC)CC(CC(=O)[O-])=O.C(CCCCCCCC)CC(CC(=O)[O-])=O.[Al+3]